P(OCCC#N)([O-])N cyanoethyl phosphoramidite